ClC1=C(OC=2C=CC(N(C2)CC2=CC(=C(C=C2)F)F)=O)C(=CC(=C1)N1C(=CC=C1C)C)Cl 5-(2,6-dichloro-4-(2,5-dimethyl-1H-pyrrol-1-yl)phenoxy)-1-(3,4-difluorobenzyl)pyridin-2(1H)-one